5-formyl-4-methyl-1-(2-((tetrahydro-2H-pyran-2-yl)oxy)ethyl)-1H-indole-2-carboxamide C(=O)C=1C(=C2C=C(N(C2=CC1)CCOC1OCCCC1)C(=O)N)C